1-hydroxy-1,1,3,3,5,5,7,7-octaphenyl-7-methyl-tetrasiloxane O[Si](O[Si](O[Si](O[Si](C)(C1=CC=CC=C1)C1=CC=CC=C1)(C1=CC=CC=C1)C1=CC=CC=C1)(C1=CC=CC=C1)C1=CC=CC=C1)(C1=CC=CC=C1)C1=CC=CC=C1